ClC1=C(C=C2C(C(NC2=C1)=O)=C(C1=CC(=NO1)OC(C)C)O)C1=CC=C(C=C1)C1=C(C(=CC=C1)OC)O 6-chloro-3-[hydroxy-(3-isopropoxyisoxazol-5-yl)methylene]-5-[4-(2-hydroxy-3-methoxy-phenyl)phenyl]indolin-2-one